F[C@H]1C[C@H](N2N=C(N=C21)SC2(CC2)C(=O)O)C2=CC=CC=C2 1-[[(5S,7S)-7-fluoro-5-phenyl-6,7-dihydro-5H-pyrrolo[1,2-b][1,2,4]triazol-2-yl]thio]cyclopropanecarboxylic acid